di-tert-butyl ((2R)-2-(8-(4-(trifluoromethyl) cyclohex-1-en-1-yl) quinoline-3-carboxamido) propyl) phosphate P(=O)(OC(C)(C)C)(OC(C)(C)C)OC[C@@H](C)NC(=O)C=1C=NC2=C(C=CC=C2C1)C1=CCC(CC1)C(F)(F)F